iron cobalt oxyhydroxide O(O)O.[Co].[Fe]